5-(3-((1S)-1-amino-2,3-dihydro-1H-inden-4-yl)-1,2,4-oxadiazol-5-yl)-2-(2,2-difluoroethoxy)benzonitrile hydrochloride Cl.N[C@H]1CCC2=C(C=CC=C12)C1=NOC(=N1)C=1C=CC(=C(C#N)C1)OCC(F)F